N1=C(C=CC=C1)C1(C2CCN(CC12)C1=NC=2C(=NC=C(N2)SC=2C(=NC=CC2)C(F)(F)F)N1)CN (7-(pyridin-2-yl)-3-(5-((2-(trifluoromethyl)pyridin-3-yl)thio)-1H-imidazo[4,5-b]pyrazin-2-yl)-3-azabicyclo[4.1.0]heptan-7-yl)methanamine